C(C#C)(=O)O.C(C)N=C=O ethyl isocyanate propiolate